(5-(3-Methoxypropoxy)pyrazin-2-yl)methanol COCCCOC=1N=CC(=NC1)CO